COC=1C=C2C(=NC1C(=O)N)SC=C2OC[C@H]2NC(CC2)=O (S)-5-methoxy-3-((5-oxopyrrolidin-2-yl)methoxy)thieno[2,3-b]pyridine-6-carboxamide